5-aminothiazole-4-carboxylate NC1=C(N=CS1)C(=O)[O-]